FC(S(=O)(=O)[O-])(F)F.C1(=CC=CC=C1)C=1C=C(SC1)[S+](C1=CC=CC=C1)C1=CC=CC=C1 4-phenylthienyl-diphenyl-sulfonium trifluoromethanesulfonate